(2-hydroxyphenyl)-2,3-dihydro-quinazolin-4(1H)-one OC1=C(C=CC=C1)N1CNC(C2=CC=CC=C12)=O